3-bromo-2-methyl-1-propene BrCC(=C)C